2-(2-acetyl-5-methylpyridin-4-yl)-4-chloro-5-((3,5-difluoropyridin-2-yl)methoxy)pyridazin-3(2H)-one C(C)(=O)C1=NC=C(C(=C1)N1N=CC(=C(C1=O)Cl)OCC1=NC=C(C=C1F)F)C